C1(CCC1)C1=C(C=NC=2N1N=CC2)NC(=O)NC=2C=NC(=C(C2)C)C2=NOC(=N2)CCCCCC(=O)N2CCN(CC2)C=2C=C1CN(C(C1=CC2)=O)C2C(NC(CC2)=O)=O 1-(7-cyclobutylpyrazolo[1,5-a]pyrimidin-6-yl)-3-[6-[5-[6-[4-[2-(2,6-dioxo-3-piperidyl)-1-oxo-isoindolin-5-yl]piperazin-1-yl]-6-oxo-hexyl]-1,2,4-oxadiazol-3-yl]-5-methyl-3-pyridyl]urea